(S)-(1-(2-Chlorofurano[3,2-d]pyrimidin-4-yl)pyrrolidin-2-yl)methanol ClC=1N=C(C2=C(N1)C=CO2)N2[C@@H](CCC2)CO